N-methyl-1H-benzo[d]imidazole-6-carboxamide trifluoroacetate FC(C(=O)O)(F)F.CNC(=O)C=1C=CC2=C(NC=N2)C1